ClC1=CC=C(OC(C(=O)NCC=2N=NN(C2)C2=CC=CC=3SC(=CC32)C(=O)O)(C)C)C=C1 4-(4-((2-(4-chlorophenoxy)-2-methylpropanamido)methyl)-1H-1,2,3-triazol-1-yl)benzo[b]thiophene-2-carboxylic acid